C(C)C1=C(C(=NN1CC1=CC=C(C=C1)C1=NOC(=N1)C(F)(F)F)CC)C(=O)N diethyl-1-[[4-[5-(trifluoromethyl)-1,2,4-oxadiazol-3-yl]phenyl]methyl]pyrazole-4-carboxamide